N1(CCCCC1)[NH2]=O piperidineamine monooxide